CN1[C@@H](CCC1)C=1N=C2N(C=C(C=C2)N)C1 |o1:2| rel-2-[(2S)-1-methylpyrrolidin-2-yl]imidazo[1,2-a]pyridin-6-amine